N1(N=NC=C1)C1=CC(=NC=N1)OCC1=C(N=NN1C)C1=CC=C(C(=N1)C)N1C[C@H](CC(C1)(F)F)CC(=O)O (S)-2-(1-(6-(5-(((6-(1H-1,2,3-triazol-1-yl)pyrimidin-4-yl)oxy)methyl)-1-methyl-1H-1,2,3-triazol-4-yl)-2-methylpyridin-3-yl)-5,5-difluoropiperidin-3-yl)acetic acid